C(C)(C)(C)OOC(C)(C#CC(C)(C)OOC(C)(C)C)C 2,5-Di(tert-butylperoxy)-2,5-dimethyl-3-hexyn